BrC=1C(=CC=2N=CN=C(C2N1)NC1=C(C(=C(C=C1)OC(F)F)Cl)F)F 6-bromo-N-[3-chloro-4-(difluoromethoxy)-2-fluoro-phenyl]-7-fluoro-pyrido[3,2-d]pyrimidin-4-amine